C(C)(C)C(C(=O)OCC)(C(=O)OCC)CCCC diethyl 2-isopropyl-2-n-butylmalonate